C(CCC\C=C/CC)OC(CCC(=O)OCC(COC(CCCCCCCOC(C(CCCCCC)CCCC)=O)=O)CO)OCCCC\C=C/CC 2-butyloctanoic acid 8-(3-((4,4-bis(((Z)-oct-5-en-1-yl) oxy) butanoyl) oxy)-2-(hydroxymethyl) propoxy)-8-oxooctyl ester